((S)-1-(4-(4-methylthiazol-5-yl)phenyl)ethyl)carbamate CC=1N=CSC1C1=CC=C(C=C1)[C@H](C)NC([O-])=O